cis-Butene C/C=C\C